C1(CCCC1)N1[C@@H](C(N(C=2C=NC(=NC12)NC1=C(C=C(C=C1)C1=NOC(=N1)CN1C[C@@H](N[C@@H](C1)C)C)OC)C)=O)CC (R)-8-cyclopentyl-2-((4-(5-(((3s,5R)-3,5-dimethylpiperazin-1-yl)methyl)-1,2,4-oxadiazol-3-yl)-2-methoxyphenyl)amino)-7-ethyl-5-methyl-7,8-dihydropteridin-6(5H)-one